2-(4-((2-acetamidothiazol-5-yl)methyl)piperazin-1-yl)-N-(4-fluorophenyl)acetamide C(C)(=O)NC=1SC(=CN1)CN1CCN(CC1)CC(=O)NC1=CC=C(C=C1)F